4-hydroxy-2-methyl-3-(thiophene-2-sulfonyl)thiazolidine-2-carboxylic acid methyl ester COC(=O)C1(SCC(N1S(=O)(=O)C=1SC=CC1)O)C